(2,3-dihydro-2,2-dimethyl-4H-1,4-benzoxazin-4-yl)[5-(4-morpholinyl)-3-pyridinyl]methanone CC1(OC2=C(N(C1)C(=O)C=1C=NC=C(C1)N1CCOCC1)C=CC=C2)C